COC(C1=CC(C(=O)OC)=CC(=C1)F)=O.C(C)N(C1=CC(=CC=C1)OCC1OC1)CC N,N-diethyl-3-(2-oxiranylmethoxy)aniline Dimethyl-5-fluoroisophthalate